C(CC=C)C1COC2=CC=CC=C2C1=O 3-(but-3-en-1-yl)chroman-4-one